N[C@H](C(=O)NC1=C(C2=C(S1)CCC1(CC2)OC=CO1)C(C1=C(C=CC=C1F)F)=O)C (2S)-2-amino-N-[3'-(2,6-difluorobenzoyl)spiro[1,3-dioxol-2,6'-4,5,7,8-tetrahydrocyclohepta[b]thiophen]-2'-yl]propionamide